3-(3-fluorobenzoyl)-1,2,3,6-tetrahydroazepino[4,5-b]indole-5-carboxylic acid ethyl ester C(C)OC(=O)C1=CN(CCC2=C1NC=1C=CC=CC21)C(C2=CC(=CC=C2)F)=O